C(C)(C)(C)OC(=O)N1CC(C(CC1)CCOC1CCC(CC1)NC(C(=O)OC)(C)C)(F)F.FC(C(=O)C=1SC=CC1)(F)F trifluoroacetyl-Thiophene tert-butyl-3,3-difluoro-4-(2-(((1r,4r)-4-((1-methoxy-2-methyl-1-oxopropan-2-yl)amino)cyclohexyl)oxy)ethyl)piperidine-1-carboxylate